C1(CCC1)N1C(C(N(C=C1)CC=1N=CN(C1)C1=CC=CC=C1)=O)=O 1-cyclobutyl-4-((1-phenyl-1H-imidazol-4-yl)methyl)-1,4-dihydropyrazine-2,3-dione